CC(CCO)CC(CC)O 3-methyl-1,5-heptanediol